3-((S)-2-(4-(2-(3-fluoroazetidin-1-yl)ethyl)-5-methylpyridin-2-yl)-4-methylpentanamido)propanoic acid FC1CN(C1)CCC1=CC(=NC=C1C)[C@@H](C(=O)NCCC(=O)O)CC(C)C